[(1s)-3-bromo-1-(4,4-difluorocyclohexyl)-2-oxopropyl]carbamate BrCC([C@H](C1CCC(CC1)(F)F)NC([O-])=O)=O